6,7-dihydroxyl-2H-benzopyran-2-one OC=1C(=CC2=C(C=CC(O2)=O)C1)O